C(C)S(=O)(=O)C=1C(=NC=CC1)C1=NC=2C(=NC=C(C2)C(F)(F)F)N1C 2-(3-ethylsulfonyl-2-pyridinyl)-3-methyl-6-(trifluoromethyl)imidazo[4,5-B]pyridine